COC(=O)C1C(NC(C1)C1=CC=C(C=C1)OC)=O 5-(4-methoxyphenyl)-2-oxopyrrolidine-3-carboxylic acid methyl ester